(R)-ethyl 2-(2-((5-(1-aminoisoquinolin-7-yl)-1-(sec-butyl)-1H-indazol-3-yl)methoxy)phenyl)acetate NC1=NC=CC2=CC=C(C=C12)C=1C=C2C(=NN(C2=CC1)[C@H](C)CC)COC1=C(C=CC=C1)CC(=O)OCC